1-methyl-4-(methylamino)-5-(1-(1-phenylethyl)-1H-pyrazol-4-yl)pyridin-2(1H)-one CN1C(C=C(C(=C1)C=1C=NN(C1)C(C)C1=CC=CC=C1)NC)=O